C(C1=CC=CC=C1)OCCC1C(C1CCC1OCCO1)(Br)Br 2-(2-(3-(2-(benzyloxy)ethyl)-2,2-dibromocyclopropyl)ethyl)-1,3-dioxolane